ClC1=CC=C(C=C1)CCCCNC(=O)C=1N=C(OC1)C1C(C2CCC1O2)CC2=C(C=CC=C2)C(C(=O)O)C 2-[[3-[4-[[[(4-chloro-phenyl)-butyl]amino]carbonyl]-2-oxazolyl]-7-oxabicyclo[2.2.1]hept-2-yl]methyl]phenylpropanoic acid